C(C)OC([C@H](C(COC)(C)C)N[S@@](=O)C1=CC=C(C=C1)C)=O.C(C)(C)C1CCC(CC1)N(C(C1=CC(C(=O)N)=CC(=C1)NC(=O)C1CCC(CC1)C(C)(C)CC)=O)C1CCC(CC1)C(C)C N,N-bis(4-isopropylcyclohexyl)-5-(4-tert-amylcyclohexylcarbonylamino)isophthalamide ethyl-(S)-4-methoxy-3,3-dimethyl-2-(((S)-p-tolylsulfinyl)amino)butanoate